C(CC)OC(C(=CC1=C(C=CC=C1)OC)C#N)=O.C[Si]([Si](OCC)(OCC)OCC)(C=C)C dimethyl-vinyl-triethoxydisilane n-propyl-2-methoxy-α-cyanocinnamate